7-trans-octadecanoic acid C(CCCCCCCCCCCCCCCCC)(=O)O